5-chloro-N-[4-(2,6-dimethylphenyl)-6-methylsulfanyl-pyrimidin-2-yl]-1-methyl-pyrazole-4-sulfonamide ClC1=C(C=NN1C)S(=O)(=O)NC1=NC(=CC(=N1)C1=C(C=CC=C1C)C)SC